C(#N)C=1C=C(C=CC1)C=1N=C(SC1C1=CC(=NC(=C1)C)C)NC(=O)N1CCC12COC2 N-[4-(3-Cyanophenyl)-5-(2,6-dimethyl-4-pyridyl)thiazol-2-yl]-6-oxa-1-azaspiro[3.3]heptan-1-carboxamid